5-ethynyl-6-fluoronaphthalen-2-ol 2,2,2-trifluoroacetic acid Salt FC(C(=O)O)(F)F.C(#C)C1=C2C=CC(=CC2=CC=C1F)O